FC=1C=C2C(=CN=CC2=CC1)N1CC=2N=C(N=C(C2CC1)N1C[C@@H](N(CC1)C(C(=C)F)=O)CC#N)OC[C@H]1N(CCC1)C 2-[(2S)-4-[7-(6-fluoro-4-isoquinolyl)-2-[[(2S)-1-methylpyrrolidin-2-yl]methoxy]-6,8-dihydro-5H-pyrido[3,4-d]pyrimidin-4-yl]-1-(2-fluoroprop-2-enoyl)piperazin-2-yl]acetonitrile